ClC=1C=NC(=NC1)[C@]12CC[C@@H](C[C@@H]2C1)OC[C@@H]1N([C@@H](C[C@@H]1NS(=O)(=O)C(F)F)C)C(=O)OC(C)C isopropyl (2R,3S,5R)-2-((((1S,3S,6R)-6-(5-chloropyrimidin-2-yl)bicyclo[4.1.0]heptan-3-yl)oxy)methyl)-3-((difluoromethyl)sulfonamido)-5-methylpyrrolidine-1-carboxylate